bisdicyclohexyl-tertiary butyl-phosphine palladium (II) dichloride [Pd](Cl)Cl.C1(CCCCC1)P(C(C)(C)C)C1CCCCC1.C1(CCCCC1)P(C(C)(C)C)C1CCCCC1